NC1=C(C=C(C=N1)C1=CC2=C(C=C1OC)OCC1=C2N(N=C1C(=O)N(C)C(C)(C)C)C1=CC(=CC(=C1)F)F)C(NC)=O 8-(6-amino-5-(methylcarbamoyl)pyridin-3-yl)-N-tert-butyl-1-(3,5-difluorophenyl)-7-methoxy-N-methyl-1,4-dihydrochromeno[4,3-c]pyrazole-3-carboxamide